C(C)N1CCC(CC1)C=1C=CC(=NC1)C1=NC=C(C=N1)F (5-(1-ethylpiperidin-4-yl)pyridin-2-yl)-5-fluoropyrimidin